[Si](C)(C)(C(C)(C)C)OCC(CCCC)(C)C1(CC(=NC2=CC(=CN=C12)F)NCC1=C(C=C(C=C1)OC)OC)N 4-(1-((tert-butyldimethylsilyl)oxy)-2-methylhex-2-yl)-N2-(2,4-dimethoxybenzyl)-7-fluoro-1,5-naphthyridine-2,4-diamine